C1(=CC=C(C=C1)C[C@@H]1[C@@H]([C@H](OC1)C1=CC(=C(C(=C1)OC)OC)OC)CO)C1=CC=CC=C1 ((2S,3R,4R)-4-([1,1'-Biphenyl]-4-ylmethyl)-2-(3,4,5-trimethoxyphenyl)tetrahydrofuran-3-yl)methanol